chlorine para-nitroaniline [N+](=O)([O-])C1=CC=C(N)C=C1.[Cl]